C1N(CCC2=CC=CC=C12)[C@H]1[C@@H](CN(CC1)C(=O)C1=NC(=NC(=C1)NC1CCNCC1)OCC(C)C)O ((3R,4R)-4-(3,4-dihydroisoquinolin-2(1H)-yl)-3-hydroxypiperidin-1-yl)(2-isobutoxy-6-(Piperidin-4-ylamino)pyrimidin-4-yl)methanone